4-((3,4-dioxo-2-((3,5,5-trimethyl-4,5,6,7-tetrahydrobenzofuran-4-yl)amino)cyclobut-1-en-1-yl)amino)-3-hydroxy-N,N-dimethylpicolinamide O=C1C(=C(C1=O)NC1=C(C(=NC=C1)C(=O)N(C)C)O)NC1C(CCC2=C1C(=CO2)C)(C)C